COC(C(C(CC)=O)N1CCC2N(CCCC21)C(=O)OC(C)(C)C)=O tert-butyl 1-(1-methoxy-1,3-dioxopentan-2-yl)-hexahydro-2H-pyrrolo[3,2-b]pyridine-4-carboxylate